1,5-dimethyl-4-[2-methyl-5-(3-methyl-1,2-oxazol-5-yl)benzenesulfonyl]-1,2,3,4-tetrahydroquinoxaline CN1CCN(C2=C(C=CC=C12)C)S(=O)(=O)C1=C(C=CC(=C1)C1=CC(=NO1)C)C